2-(2-hydroxy-1-methylethoxy)-propan-1-ol OCC(OC(CO)C)C